8-(3,5-difluorobenzyl)-6-(3-(difluoromethyl)-1H-1,2,4-triazol-5-yl)imidazo[1,2-a]pyrazine FC=1C=C(CC=2C=3N(C=C(N2)C2=NC(=NN2)C(F)F)C=CN3)C=C(C1)F